[Na+].[Na+].S(=O)(=O)(O)C(C(=O)OCCCCCCCCCCCC)CC(=O)[O-].C(CCCCCCCCCCC)OC(C(CC(=O)[O-])S(=O)(=O)O)=O lauryl sulfosuccinate disodium salt